C(CCCCC(=O)OCCCCCCCC(C)C)(=O)OCCCCCCCC(C)C Di-isodecyl adipate